C(C)(C)(C)N1N=C(N=N1)C1=CC=C(C=C1)O 4-(2-tert-Butyltetrazol-5-yl)phenol